BrC=1C=C(C=2N(C1)C=C(N2)C)C=2C=NOC2 4-(6-bromo-2-methyl-imidazo[1,2-a]pyridin-8-yl)isoxazole